3-(3-(1-(4-(5-(difluoromethyl)-1,3,4-oxadiazol-2-yl)benzyl)-1H-1,2,3-triazol-4-yl)phenyl)azetidine-1-carboxylic acid tert-butyl ester C(C)(C)(C)OC(=O)N1CC(C1)C1=CC(=CC=C1)C=1N=NN(C1)CC1=CC=C(C=C1)C=1OC(=NN1)C(F)F